3-{7,8-dimethyl-2,4-dioxo-2H,3H,4H,10H-benzo[g]pteridin-10-yl}propionitrile CC=1C(=CC2=C(N=C3C(NC(N=C3N2CCC#N)=O)=O)C1)C